2-[(R)-3-decanoyloxytetradecanoylamino]ethyl 2,3-di-[(R)-3-decanoyloxytetradecanoylamino]-2,3-dideoxy-4-O-phosphono-β-D-allopyranoside C(CCCCCCCCC)(=O)O[C@@H](CC(=O)N[C@H]1[C@H](OCCNC(C[C@@H](CCCCCCCCCCC)OC(CCCCCCCCC)=O)=O)O[C@@H]([C@H]([C@H]1NC(C[C@@H](CCCCCCCCCCC)OC(CCCCCCCCC)=O)=O)OP(=O)(O)O)CO)CCCCCCCCCCC